(5S)-3-bromo-10-[(4-methoxyphenyl)methyl]-5,8,8-trimethyl-5-phenyl-7,9-dihydrobenzo[b][1,8]naphthyridin-6-one BrC1=CC=2[C@@](C3=C(N(C2N=C1)CC1=CC=C(C=C1)OC)CC(CC3=O)(C)C)(C3=CC=CC=C3)C